C[C@@H]1O[C@@H](CN(C1)C1=CC=CC(=N1)C=1C=C2C=C(N=CC2=CC1)CC(=O)N[C@H]1CN([C@@H](CC1)C)S(=O)(=O)C)C 2-(6-(6-((cis)-2,6-dimethylmorpholino)pyridin-2-yl)isoquinolin-3-yl)-N-((3R,6R)-6-methyl-1-(methylsulfonyl)piperidin-3-yl)acetamide